N1N=CC=2CNCCC21 4,5,6,7-tetrahydro-1H-pyrazolo[4,3-c]pyridine